1-(3,4-difluorobenzyl)-N-(2-methoxyethyl)-6-(4-methoxy-5H-pyrrolo[3,2-d]pyrimidin-5-yl)-1H-imidazo[4,5-b]pyridin-2-amine FC=1C=C(CN2C(=NC3=NC=C(C=C32)N3C=CC=2N=CN=C(C23)OC)NCCOC)C=CC1F